octylpropanediol C(CCCCCCC)C(CC)(O)O